BrC=1C=C(C(=NC1)F)CNC(OC(C)(C)C)=O tert-butyl N-[(5-bromo-2-fluoro-3-pyridyl)methyl]carbamate